1-(4-tert-butylphenyl)-2-(4-nitrophenyl)-2,3-dihydropyridin-4-one C(C)(C)(C)C1=CC=C(C=C1)N1C(CC(C=C1)=O)C1=CC=C(C=C1)[N+](=O)[O-]